NC1=C(C=C(C=N1)C=1C=C2N(N1)CCC21CN(CC1)C(=O)N[C@H](C)C=1C=NC=C(C1)F)C#N 2'-(6-amino-5-cyanopyridin-3-yl)-N-[(1R)-1-(5-fluoropyridin-3-yl)ethyl]-5',6'-dihydrospiro[pyrrolidine-3,4'-pyrrolo[1,2-b]pyrazole]-1-carboxamide